methyl-2-tridecanol CCC(CCCCCCCCCCC)O